(6-chloropyridin-2-yl)-N2-(2-fluoropyridin-4-yl)-N4-(oxetan-3-yl)-1,3,5-triazine-2,4-diamine ClC1=CC=CC(=N1)C1=NC(=NC(=N1)NC1=CC(=NC=C1)F)NC1COC1